4-((4-cyclopropyl-2-(N-methylmethylsulfonamido)phenyl)amino)-N-ethoxy-6-((6-methylpyridine-2-yl)amino)nicotinamide C1(CC1)C1=CC(=C(C=C1)NC1=CC(=NC=C1C(=O)NOCC)NC1=NC(=CC=C1)C)N(S(=O)(=O)C)C